COC1=CC=C(C=N1)NC=C1C(OC(OC1=O)(C)C)=O 5-[[(6-methoxypyridin-3-yl)amino]methylene]-2,2-dimethyl-1,3-dioxan-4,6-dione